N-(2,6-diisopropylphenyl)-isophthalimide C(C)(C)C1=C(C(=CC=C1)C(C)C)N1C(C2=CC(C1=O)=CC=C2)=O